CN(C)C(CC)S(=O)(=O)[O-] dimethylamino-1-propanesulfonate